ClC1=CC=C(C=C1)[C@@]1(N(C(C2=CC(=CC(=C12)F)C(C)(C)O)=O)CC1=CC=C(C=N1)C#N)OC([2H])([2H])C1(CC1)C([2H])([2H])O 6-{[(1R)-1-(4-chlorophenyl)-7-fluoro-1-({1-[hydroxy(2H2)methyl]cyclopropyl}(2H2)methoxy)-5-(2-hydroxypropan-2-yl)-3-oxo-2,3-dihydro-1H-isoindol-2-yl]methyl}pyridine-3-carbonitrile